BrC1=CC=C(C(=N1)C(C(C(=O)C1CCN(CC1)C(C)C)C)=O)OC 1-(6-bromo-3-methoxypyridin-2-yl)-3-(1-isopropylpiperidin-4-yl)-2-methylpropan-1,3-dione